COC=1C(=CC(=NC1)C#CC1=C2C=C(N=CC2=C(N=C1)NC)NC(=O)C1CC1)C N-(5-((5-methoxy-4-methylpyridin-2-yl)ethynyl)-8-(methylamino)-2,7-naphthyridin-3-yl)cyclopropanecarboxamide